N-(((2S,5R)-6-(phenylmethyloxy)-7-oxo-1,6-diazabicyclo[3.2.1]oct-2-yl)(imino)methyl)pyrimidine-5-carboxamide C1(=CC=CC=C1)CON1[C@@H]2CC[C@H](N(C1=O)C2)C(NC(=O)C=2C=NC=NC2)=N